C(#N)C1=NN(C2=CC=C(C=C12)N1N=CC(=C1)C(=O)OCC)CC(C)C ethyl 1-(3-cyano-1-isobutyl-1H-indazol-5-yl)-1H-pyrazole-4-carboxylate